N7,2'-O-dimethyl-guanosine C[N+]1=CN([C@H]2[C@H](OC)[C@H](O)[C@@H](CO)O2)C=2N=C(NC(C12)=O)N